4-formyl-5-methyl-1H-pyrrole-2-carboxylate C(=O)C=1C=C(NC1C)C(=O)[O-]